4,4-dimethoxy-2-butenoic acid ethyl ester C(C)OC(C=CC(OC)OC)=O